1-Ethyl 4-[tert-butyl(dimethyl)silyl]oxybutanoate [Si](C)(C)(C(C)(C)C)OCCCC(=O)OCC